5-Fluoro-6-methylpyridin-2-amine FC=1C=CC(=NC1C)N